C(C)(=O)C1=CC(=C(C=C1)CC(=O)O)OCC=1C=C(C2=C(C=C(O2)F)C1)C1=C(C(=CC=C1)CN)F 2-(4-acetyl-2-((7-(3-(aminomethyl)-2-fluorophenyl)-2-fluorobenzofuran-5-yl)methoxy)phenyl)acetic acid